ClC1=CC=C2[C@@]3(CCSC2=C1F)N=C1N(C=C(C=C1OC(F)F)C#N)C3 (R)-7'-chloro-8-(difluoromethoxy)-8'-fluoro-3H-spiro[imidazo[1,2-a]pyridine-2,4'-thiochroman]-6-carbonitrile